ClC(C(C(C(F)(F)F)(F)F)(F)F)(F)F 1-Chlorononafluorobutane